OC=1C=C(C=C2C(N(C(N2C)=[Se])C2=CC=C(C=C2)C)=O)C=CC1O 5-(3,4-dihydroxybenzylidene)-1-methyl-3-(4-tolyl)-2-selenoxoimidazolidin-4-one